tert-butyl 2-(5-(6-ethoxy-1H-pyrazolo[3',4':3,4]pyrazolo[1,5-a]pyridin-4-yl)pyridin-2-yl)-2,6-diazaspiro[4.5]decane-6-carboxylate C(C)OC=1C=C(C=2N(C1)N=C1C2C=NN1)C=1C=CC(=NC1)N1CC2(CC1)N(CCCC2)C(=O)OC(C)(C)C